ClC=1C=2N(C=CC1)C(=NN2)SCCCOC2=C(OC1=CC(=CC=C1C2=O)OC)C2=CC=C(C=C2)OC 3-(3-((8-chloro-[1,2,4]triazolo[4,3-a]pyridin-3-yl)thio)propoxy)-7-methoxy-2-(4-methoxyphenyl)-4H-chromen-4-one